P(=O)([O-])([O-])[O-].[Zn+2].[Al+3].N1(CCCCC1)CCCOC(=O)OC(CCCCC)CCCCCCCCCCCC (3-(((3-(piperidin-1-yl)propoxy)carbonyl)oxy)pentadecyl)propane aluminum-zinc phosphate